OC=1C=C2CN(CC2=CC1)C1=C(C=NC=C1)C#N 4-(5-Hydroxy-2,3-dihydro-1H-isoindol-2-yl)pyridine-3-carbonitrile